S1C(=NC2=C1C=CC=C2)C2=C(C=CC(=C2)C2=CC=C1C=CC3=CC=CC4=CC=C2C1=C34)O 2-(benzo[d]thiazole-2-yl)-4-(pyrene-1-yl)phenol